OCC1(CC1)NC(=O)C=1C2=CC=CC2=CC1 pentalene-4-carboxylic acid (1-hydroxymethyl-cyclopropyl)-amide